OC1COC(OC1)C 5-hydroxy-methyl-1,3-dioxane